CCCCCCCCCCC(=O)O n-undecanoic acid